C(C)(C)(C)OC(=O)N1C(CC1)C#C 2-ethynyl-azetidine-1-carboxylic acid tert-butyl ester